(R)-7-methoxy-N-(1-(2-methyl-3-(trifluoromethyl)phenyl)ethyl)-6-(1-methylpiperidin-4-yl)pyrido[2,3-d]pyrimidin-4-amine COC=1C(=CC2=C(N=CN=C2N[C@H](C)C2=C(C(=CC=C2)C(F)(F)F)C)N1)C1CCN(CC1)C